NCCNC(C1=CC(=NC=C1)NC=1SC2=C(N1)C=CC(=C2)C#N)=O N-(2-aminoethyl)-2-((6-cyanobenzo[d]thiazol-2-yl)amino)isonicotinamide